5-(benzyloxy)-6-methoxy-2-(4-methyl-benzo[d]oxazol-2-yl)-1,2,3,4-tetrahydro-isoquinoline-3-carboxylic acid C(C1=CC=CC=C1)OC1=C2CC(N(CC2=CC=C1OC)C=1OC2=C(N1)C(=CC=C2)C)C(=O)O